5-methyl-1,3-bis(hydroxymethyl)-perhydro-1,3,5-triazine-2-one CN1CN(C(N(C1)CO)=O)CO